FC1(CC(C1)N1N=C(C=C1)N)F 1-(3,3-difluorocyclobutyl)pyrazol-3-amine